[O-]CCC.[Ga+3].[O-]CCC.[O-]CCC gallium n-propoxide